C1=CC(=C(C=C1C2=C([C@H](C3=C(C=C(C=C3O2)O)O)O)O)O)[O-] The molecule is an organic anion that is the conjugate base of (4S)-2,3-dehydroleucocyanidin, obtained by deprotonation of the 3-hydroxy group. It is the major microspecies at pH 7.3 (according to Marvin v 6.2.0.). It is a conjugate base of a (4S)-2,3-dehydroleucocyanidin.